2-imino-3-(2,3,5-trimethylphenyl)thiazolidin-4-one N=C1SCC(N1C1=C(C(=CC(=C1)C)C)C)=O